4-[3-(3,5-difluorophenyl)-3,4-dihydropyrazole-2-carbonyl]piperidine-1-carboxylic acid tert-butyl ester C(C)(C)(C)OC(=O)N1CCC(CC1)C(=O)N1N=CCC1C1=CC(=CC(=C1)F)F